NC1=NC=C(C(=N1)C)C=1C=CC(=NC1)C[N+]1=NOC(=C1)[N-]C(NC1=CC(=CC(=C1)C(F)(F)F)NC(CC1=CC=CC=C1)=O)=O (3-((5-(2-Amino-4-methylpyrimidin-5-yl)pyridin-2-yl)methyl)-1,2,3-oxadiazol-3-ium-5-yl)((3-(2-phenylacetamido)-5-(trifluoromethyl)phenyl)carbamoyl)amide